BrC=1C=C(C=C(C1)Br)B(O)O (3,5-dibromophenyl)boronic acid